Methyl 2-(2-(5-(4-((tert-butoxycarbonyl)amino)phenyl)thiophene-3-carboxamido)acrylamido)acrylate C(C)(C)(C)OC(=O)NC1=CC=C(C=C1)C1=CC(=CS1)C(=O)NC(C(=O)NC(C(=O)OC)=C)=C